NC1=C(C=C(OCCCS(=O)(=O)O)C=C1)CC 3-(4-amino-3-ethylphenoxy)propane-1-Sulfonic acid